1-(4-chloro-2-methoxypyridin-3-yl)cyclopropane-1-carboxylic acid ClC1=C(C(=NC=C1)OC)C1(CC1)C(=O)O